C(C1=CC=CC=C1)OC1=C([N+](=CC2=C(C(=CC=C12)Br)Cl)[O-])C(=O)OC 4-(Benzyloxy)-7-bromo-8-chloro-3-(methoxycarbonyl)isoquinoline 2-oxide